(2-(4-fluorophenyl)-3-(pyridin-4-yl)pyrazolo[1,5-a]pyridin-6-yl)methan-d2-amine FC1=CC=C(C=C1)C1=NN2C(C=CC(=C2)C(N)([2H])[2H])=C1C1=CC=NC=C1